CC(C(CC)=O)CCC 4-methyl-3-heptanone